C=1N=C(CC2=C3C=CC=CC3=NC12)C(=O)[O-] 4H-beta-carboline-3-carboxylate